C(\C=C(/C)\CCC[C@H](C)CCC[C@H](C)CCCC(C)C)OC(CCC(=O)OCC1=CC(OC)=C(O)C=C1)=O Succinic acid (vanillyl) phytyl ester